3-(6-ethyl-5-(1H-pyrazol-4-yl)pyridin-2-yl)-8-(2-hydroxypropyl)-1-(3-methoxybenzyl)-1,3,8-triazaspiro[4.5]decan-2-one C(C)C1=C(C=CC(=N1)N1C(N(C2(C1)CCN(CC2)CC(C)O)CC2=CC(=CC=C2)OC)=O)C=2C=NNC2